C(#N)C1=CC(=C(COC2=CC=CC(=N2)C2=CC(=C(CC3=NC4=C(N3[C@@H]3COC[C@@H]3CO)C=C(C=C4)C(=O)O)C=C2F)F)C=C1)F 2-(4-(6-((4-cyano-2-fluorobenzyl)oxy)pyridin-2-yl)-2,5-difluorobenzyl)-1-((3S,4S)-4-(hydroxymethyl)tetrahydrofuran-3-yl)-1H-benzo[d]imidazole-6-carboxylic acid